ethyl 3-methyl-3-(methyl(oxetan-3-yl)amino)-2-methylenebutanoate CC(C(C(=O)OCC)=C)(C)N(C1COC1)C